C(C)(C)(C)OC(=O)NC=1C(=NN2C1N=CC=C2C2CN(CCC2)C(=O)OC(C)(C)C)C tert-Butyl 3-(3-((tert-butoxycarbonyl)amino)-2-methylpyrazolo[1,5-a]pyrimidin-7-yl)piperidine-1-carboxylate